BrC1=C(C=CC=C1)C1=C(C(=O)N)C=CC=C1 (2-bromophenyl)benzamide